ClC=1C=C(C=CC1OCC1=NC=CC=C1)N1C=CC=2C=3C1=NC=NC3C=CC2NC(C=CC2N(CCC2)C)=O N-(4-(3-chloro-4-(pyridin-2-ylmethoxy)phenyl)-4H-pyrido[2,3,4-de]quinazolin-7-yl)-3-(1-methylpyrrolidin-2-yl)acrylamide